ClC=1C(=NC=C(C1)[N+](=O)[O-])N1N=CC(=N1)C=C 3-chloro-5-nitro-2-(4-vinyl-2H-1,2,3-triazol-2-yl)pyridine